N-{[4-(quinoline-3-sulfonyl)phenyl]methyl}thieno[2,3-c]pyridine-2-carboxamide N1=CC(=CC2=CC=CC=C12)S(=O)(=O)C1=CC=C(C=C1)CNC(=O)C1=CC=2C(=CN=CC2)S1